C(#N)C1=CC=C(C=C1)NC1=NC2=C(C=CC=C2C(=N1)NC(=O)N)C1=C(C=C(C=C1C)\C=C\C#N)C (E)-1-(2-((4-Cyanophenyl)amino)-8-(4-(2-cyanovinyl)-2,6-dimethylphenyl)quinazolin-4-yl)urea